COC=1C=C2CCN(CC2=CC1NC1=NC=C(C(=N1)NC1=C(C=CC=C1)CC1CCOCC1)C(=O)N)C 2-[(6-methoxy-2-methyl-1,2,3,4-tetrahydroisoquinolin-7-yl)amino]-4-({2-[(oxan-4-yl)methyl]phenyl}amino)pyrimidine-5-carboxamide